2-(3-chloro-4-((5-fluoro-2-(3-methoxy-3-methylazetidin-1-yl)pyridin-4-yl)oxy)phenyl)-4-(2,6-difluorobenzyl)-2,4-dihydro-3H-1,2,4-triazol-3-one ClC=1C=C(C=CC1OC1=CC(=NC=C1F)N1CC(C1)(C)OC)N1N=CN(C1=O)CC1=C(C=CC=C1F)F